5-amino-2-chloro-3-(trifluoromethyl)benzoic acid NC=1C=C(C(=C(C(=O)O)C1)Cl)C(F)(F)F